C(C)(C)(C)C1=NOC(=C1)NC(=O)C1=CSC=2CN(CCC21)C(=O)C2=CN=C1COCCN12 N-(3-(Tert-butyl)isoxazol-5-yl)-6-(5,6-dihydro-8H-imidazo[2,1-c][1,4]oxazin-3-carbonyl)-4,5,6,7-tetrahydrothieno[2,3-c]pyridin-3-carboxamid